COCCOCCOCCN(S(=O)(=O)C1=CC=C(C=C1)S(=O)O[Li])C lithio 4-({2-[2-(2-methoxyethoxy)ethoxy]ethyl}(methyl)sulfamoyl)benzene-1-sulfinate